methyl 2-methyl-5-(pyridin-2-ylmethoxy)-2H-indazole-3-carboxylate CN1N=C2C=CC(=CC2=C1C(=O)OC)OCC1=NC=CC=C1